O1CCN(CC1)CCCOC=1C=C(C=C2C3=C(NC12)N=CN=C3)C(=O)N 8-(3-morpholinopropoxy)-9H-pyrimido[4,5-b]indole-6-carboxamide